C(C)(C)(C)C1=CC=C(NCCN2CCC(CC2)(C)C)C=C1 4-(tert-butyl)-N-(2-(4,4-dimethylpiperidin-1-yl)ethyl)aniline